α-(4-dodecylbenzenesulfonyloxyimino)phenylacetonitrile C(CCCCCCCCCCC)C1=CC=C(C=C1)S(=O)(=O)ON=C(C#N)C1=CC=CC=C1